2-benzothiazolyl-N,N-diethyldithiocarbamate S1C(=NC2=C1C=CC=C2)CCN(C([S-])=S)CC